trans-tert-butyl ((1r,4r)-4-((5-fluoro-4-(2-(2-oxooxazolidin-3-yl)pyridin-4-yl)pyrimidin-2-yl)amino)cyclohexyl)carbamate FC=1C(=NC(=NC1)N[C@@H]1CC[C@H](CC1)NC(OC(C)(C)C)=O)C1=CC(=NC=C1)N1C(OCC1)=O